C(C)(C)(C)OC(=O)N[C@H](C(=O)NC=1SC(=CN1)C(C(=O)OCC)CC(F)(F)F)C1CCC(CC1)(F)F Ethyl 2-(2-((S)-2-((tert-butoxycarbonyl)amino)-2-(4,4-difluorocyclohexyl)acetylamino)thiazol-5-yl)-4,4,4-trifluorobutyrate